ethyl (E)-3-((3-butyl-3-ethyl-7-(methylthio)-1,1-dioxido-5-phenyl-2,3,4,5-tetrahydro-1,5-benzothiazepin-8-yl)oxy)acrylate C(CCC)C1(CS(C2=C(N(C1)C1=CC=CC=C1)C=C(C(=C2)O/C=C/C(=O)OCC)SC)(=O)=O)CC